[Sn].[Cu].[Ni].[Fe] iron-nickel-copper-tin